CN(C1(CCCCC1)CN1C(=CC(=C1C)I)C#N)C 1-((1-(dimethylamino)cyclohexyl)methyl)-4-iodo-5-methyl-1H-pyrrole-2-carbonitrile